Methyl-2-pyrrolylketon CC(=O)C=1NC=CC1